(S)-3-((7-chloro-2-(3'-(3-((3-hydroxypyrrolidin-1-yl)methyl)-1,7-naphthyridin-8-ylamino)-2,2'-dimethylbiphenyl-3-yl)benzo[d]oxazol-5-yl)methylamino)propionic acid ClC1=CC(=CC=2N=C(OC21)C=2C(=C(C=CC2)C2=C(C(=CC=C2)NC=2N=CC=C1C=C(C=NC21)CN2C[C@H](CC2)O)C)C)CNCCC(=O)O